6-(5-methyl-2-thienyl)pyrazolo[4,3-b]pyridin CC1=CC=C(S1)C=1C=C2C(=NC1)C=NN2